FC=1C=C(C=CC1F)N1C(=C(C2=C(C=C(C=C12)F)OP(=O)(O)O)C1=CC=C(C(=O)O)C=C1)C1CCOCC1 4-[1-(3,4-difluorophenyl)-6-fluoro-4-phosphonooxy-2-tetrahydropyran-4-yl-indol-3-yl]benzoic acid